F[C@H]1[C@H](C1)N1C(C(=CC=C1)NC(=O)C1=CC2=CNN=C2C=C1OC(C)C)=O N-(1-((1S,2R)-2-fluorocyclopropyl)-2-oxo-1,2-dihydropyridin-3-yl)-6-isopropoxy-2H-indazole-5-carboxamide